C(C1=CC=CC=C1)[S] benzyl-Sulfur